1-[1-(4-methoxyphenyl)piperidin-4-yl]-4-methyl-1H-imidazo[4,5-c]pyridine COC1=CC=C(C=C1)N1CCC(CC1)N1C=NC=2C(=NC=CC21)C